(±)-4-[2-(2,4-Dimethoxyphenyl)azepan-1-yl]-6-methyl-pyrimidin-2-amine COC1=C(C=CC(=C1)OC)[C@@H]1N(CCCCC1)C1=NC(=NC(=C1)C)N |r|